6-((2-methoxy-4-(4-(4-methylpiperazin-1-yl)piperidin-1-yl)phenyl)amino)-2,9-dimethyl-4-propyl-4,9-dihydro-10H-pyrimido[5,4-b]thiazolo[5,4-e][1,4]diazepin-10-one COC1=C(C=CC(=C1)N1CCC(CC1)N1CCN(CC1)C)NC=1N=CC=2N(C(C3=C(N(C2N1)CCC)SC(=N3)C)=O)C